S1(CC=CC1)(=O)=O 2,5-dihydro-thiophene 1,1-dioxide